2,2,4-Trimethyl-8-(6-methyl-7-oxo-1-tosyl-6,7-dihydro-1H-pyrrolo[2,3-c]pyridin-4-yl)-6-(methylsulfonyl)-2H-benzo[b][1,4]oxazin-3(4H)-one CC1(C(N(C2=C(O1)C(=CC(=C2)S(=O)(=O)C)C=2C1=C(C(N(C2)C)=O)N(C=C1)S(=O)(=O)C1=CC=C(C)C=C1)C)=O)C